3-methyl-N-[[3-[rac-(3S,5S)-5-(4-chlorophenyl)tetrahydro-furan-3-yl]-1,2,4-oxadiazol-5-yl]methyl]imidazole-4-carboxamide CN1C=NC=C1C(=O)NCC1=NC(=NO1)[C@H]1CO[C@@H](C1)C1=CC=C(C=C1)Cl |r|